5-chloro-8-phenyl-2-(trifluoromethyl)imidazo[1,2-a]pyrazin-6-amine ClC1=C(N=C(C=2N1C=C(N2)C(F)(F)F)C2=CC=CC=C2)N